Cl.C1(CCCCC1)NC1CCCCC1 dicyclohexylamine, hydrochloride